3-(5-iodo-1-isopropyl-1H-imidazol-2-yl)oxazolidin-2-one IC1=CN=C(N1C(C)C)N1C(OCC1)=O